1-(2-(4-(((3aR,5s,6aS)-2-(cyanomethyl)octahydrocyclopenta[c]pyrrol-5-yl)-amino)-1H-pyrrolo[2,3-b]pyridin-5-yl)thiazol-5-yl)cyclobutane-1-carboxylic acid C(#N)CN1C[C@@H]2[C@H](C1)CC(C2)NC2=C1C(=NC=C2C=2SC(=CN2)C2(CCC2)C(=O)O)NC=C1